C(=O)(O)CC1=CC(=C(C(=O)NC2=C(C(=O)O)C=CC=C2C(=O)O)C=C1O)O 2-(4-(carboxymethyl)-2,5-dihydroxybenzoylamino)isophthalic acid